1-(5-chloropyrazin-2-yl)-1H-benzo[d]imidazol-2(3H)-one ClC=1N=CC(=NC1)N1C(NC2=C1C=CC=C2)=O